C(C)(C)(C)OC(N[C@H]1C2N(CC1CC2)C(=O)C=2C=CC=1N(C2)N=C(C1C)C1=CC=2C(=NC(=CC2)C(C)=O)N1CC1CC1)=O tert-Butyl-((7R)-2-(2-(6-acetyl-1-(cyclopropylmethyl)-1H-pyrrolo[2,3-b]pyridin-2-yl)-3-methylpyrazolo[1,5-a]pyridine-6-carbonyl)-2-azabicyclo[2.2.1]heptan-7-yl)carbamate